3-O-α-D-Glucopyranosyl-D-mannose [C@H]1([C@H](O)[C@@H](O)[C@H](O)[C@H](O1)CO)O[C@H]([C@@H](C=O)O)[C@H](O)[C@H](O)CO